2-acrylamidododecyl-sodium C(C=C)(=O)NC(C[Na])CCCCCCCCCC